FC(C1=C(C=C2CCCN(C2=C1)C1=CC=C2C(=N1)C(=CN2C)C(=O)NC)C=2C=NN(C2)C)F 5-(7-(difluoromethyl)-6-(1-methyl-1H-pyrazol-4-yl)-3,4-dihydroquinolin-1(2H)-yl)-N,1-dimethyl-1H-pyrrolo[3,2-b]pyridine-3-carboxamide